3,4,5,6-tetrafluorobenzene-1,2-diamine FC1=C(C(=C(C(=C1F)F)F)N)N